((7-(5-(3-chloro-6-cyano-5-cyclopropyloxy-2-fluorophenyl)-1-methyl-1H-pyrazol-4-yl)-4-oxo-5-vinyl-3,4-dihydropyrido[3,4-d]pyridazin-1-yl)methyl)aminocarboxylic acid tert-butyl ester C(C)(C)(C)OC(=O)NCC=1C2=C(C(NN1)=O)C(=NC(=C2)C=2C=NN(C2C2=C(C(=CC(=C2C#N)OC2CC2)Cl)F)C)C=C